N-Nitroglycine [N+](=O)([O-])NCC(=O)O